(dimethylbiphenylyl)(dimethyl-fluorenyl)(diphenylfluorenyl)amine CC1=C(C(=C(C=C1)C1=CC=CC=C1)N(C1=C(C(=CC=2C3=CC=CC=C3CC12)C1=CC=CC=C1)C1=CC=CC=C1)C1=C(C(=CC=2C3=CC=CC=C3CC12)C)C)C